Calcium monostearylsebacat C(CCCCCCCCCCCCCCCCC)OC(CCCCCCCCC(=O)[O-])=O.[Ca+]